2-(2,3-dichloro-4-(2-methylenebutyryl)phenoxy)-N-(1H-indol-4-yl)acetamide ClC1=C(OCC(=O)NC2=C3C=CNC3=CC=C2)C=CC(=C1Cl)C(C(CC)=C)=O